NC=1C=2N(C(=C(N1)C1=C(C#N)C=CC=C1)C1=C(N=CO1)CC)N=C(N2)CC2=NC=CC=C2 (8-amino-5-(4-ethyl-oxazol-5-yl)-2-(pyridin-2-ylmethyl)-[1,2,4]triazolo[1,5-a]pyrazin-6-yl)benzonitrile